nickel-iron-titanium [Ti].[Fe].[Ni]